(4Z)-2-(Cyclooctylamino)-4-[(3-methylbenzimidazol-5-yl)methylene]-1H-imidazol-5-one C1(CCCCCCC1)NC=1NC(/C(/N1)=C/C1=CC2=C(N=CN2C)C=C1)=O